[B](F)F.BrC1=CC=C(C=C1)C(CC1=NC=CC=C1)=O 1-(4-bromophenyl)-2-(pyridin-2-yl)ethan-1-one boron difluoride